3-ethynyl-4-methyl-N-(4-(3-((2-(4-phenylpiperazin-1-yl)ethyl)amino)prop-1-yn-1-yl)-3-(trifluoromethyl)phenyl)benzamide C(#C)C=1C=C(C(=O)NC2=CC(=C(C=C2)C#CCNCCN2CCN(CC2)C2=CC=CC=C2)C(F)(F)F)C=CC1C